CC(C#N)(C)C1=CC=C(C=C1)N1C(OCC=2C=NC=3C=CC(=CC3C21)C=2C=NC1=CC=CC=C1C2)=O 2-methyl-2-[4-(2-oxo-9-quinolin-3-yl-4H-[1,3]oxazino[5,4-c]quinolin-1-yl)phenyl]propanenitrile